N1=C(C=C2OCCCN21)N 6,7-Dihydro-5H-pyrazolo[5,1-B][1,3]oxazin-2-amine